C(C)C1(N(CCN(C1)C(=O)OC(C)(C)C)C(=O)OC(C)(C)C)C(=O)OC 1,4-di-tert-butyl 2-methyl 2-ethylpiperazine-1,2,4-tricarboxylate